2-cyclopropyl-5-(4-ethoxy-6-nitroquinolin-2-yl)thiazole C1(CC1)C=1SC(=CN1)C1=NC2=CC=C(C=C2C(=C1)OCC)[N+](=O)[O-]